COC=1C=C(C=CC1)S 3-methoxythiophenol